bis(4-(1-isocyanato-1-methylethyl)phenyl) carbonate C(OC1=CC=C(C=C1)C(C)(C)N=C=O)(OC1=CC=C(C=C1)C(C)(C)N=C=O)=O